3-[3-(trifluoromethoxy)phenyl]-2,5-dihydropyrrole-1-carboxylic acid tert-butyl ester C(C)(C)(C)OC(=O)N1CC(=CC1)C1=CC(=CC=C1)OC(F)(F)F